1-(5-methoxy-1H-indol-6-yl)dihydropyrimidine-2,4(1H,3H)-dione COC=1C=C2C=CNC2=CC1N1C(NC(CC1)=O)=O